[18F]CCN[C@@H](CC1=CC=C(C=C1)O)C(=O)O [18F]fluoroethyl-tyrosine